5-(2-Propoxyphenyl)-1H-[1,2,3]triazolo[4,5-d]pyrimidin-7(4H)-one C(CC)OC1=C(C=CC=C1)C1=NC(C2=C(N1)N=NN2)=O